CCCCCCCCCCCCCC/C=C/C=C/C=C Eicosatriene